CC=1NC(=CC1)CC 2-methyl-5-ethylpyrrole